ClC=1C=C(C#N)C=CC1S(=O)(=O)N1C[C@]([C@H](C1)S(=O)(=O)C1=NC=C(C=C1)Cl)([C@H](C)O)O 3-chloro-4-(((3R,4S)-4-((5-chloropyridin-2-yl)sulfonyl)-3-hydroxy-3-((S)-1-hydroxyethyl)Pyrrolidin-1-yl)sulfonyl)benzonitrile